4-((3-(7-(((3S,4R)-3-fluoro-1-methylpiperidin-4-yl)amino)-3-(2,2,2-trifluoroethyl)benzo[b]thiophen-2-yl)prop-2-yn-1-yl)amino)-3-methoxybenzamide F[C@H]1CN(CC[C@H]1NC1=CC=CC2=C1SC(=C2CC(F)(F)F)C#CCNC2=C(C=C(C(=O)N)C=C2)OC)C